O=S1(N(C2=C(C3=C1C=CC=C3)C=C(C=C2)C(F)(F)F)CC(=O)NC(CCO)CCO)=O 2-[5,5-dioxido-9-(trifluoromethyl)-6H-dibenzo[c,e][1,2]thiazin-6-yl]-N-[3-hydroxy-1-(2-hydroxyethyl)propyl]acetamide